tri(n-heptyl)amine C(CCCCCC)N(CCCCCCC)CCCCCCC